2-(4-bromo-2-methylphenyl)acetic acid BrC1=CC(=C(C=C1)CC(=O)O)C